N1NCC1 azaAzetidine